Dimethyl-thiocarbamic acid O-{4-[2-chloro-5-((2S,3R,4R,5S)-3,4,5-trihydroxy-6-methoxy-tetrahydro-pyran-2-yl)-benzyl]-phenyl} ester ClC1=C(CC2=CC=C(C=C2)OC(N(C)C)=S)C=C(C=C1)[C@@H]1OC([C@H]([C@@H]([C@H]1O)O)O)OC